C(CCCCCCC\C=C/C\C=C/CCCCC)(=O)OCCCCCCCCCCCCCCCCCCCCCCCCCCCCCCCCC tritriacontyl linoleate